1,2-dioctadecenyl-sn-glycero-3-phosphorylcholine C(=CCCCCCCCCCCCCCCCC)OC[C@@H](OC=CCCCCCCCCCCCCCCCC)COP(=O)(O)OCC[N+](C)(C)C